C12C(C3CC(CC(C1)C3)C2)NC(=O)C=2NC=C(C2)C2=CC=NC=C2 N-(adamantan-2-yl)-4-(pyridin-4-yl)-1H-pyrrole-2-carboxamide